tetrahydro-1H-2,3-diaza-cyclopropa[a]pentalene-4-carboxylic acid N'-tert-butyl-hydrazide C(C)(C)(C)NNC(=O)C1=C2C=C3C(C2NN1)C3